ClC1=C2N=C(N(C2=NC(=N1)C#CCCCCC)[C@@H]1OCC[C@H]1O)C=1OC(=CC1)C (2R,3R)-2-(6-chloro-2-(hept-1-yn-1-yl)-8-(5-methylfuran-2-yl)-9H-purin-9-yl)tetrahydrofuran-3-ol